N-(2-carboxyethyl)-N-(2-ethylhexyl)-beta-Alanine C(=O)(O)CCN(CCC(=O)O)CC(CCCC)CC